2-[(E)-3-(3,4-Dimethoxyphenyl)prop-2-enoyl]benzoic acid COC=1C=C(C=CC1OC)/C=C/C(=O)C1=C(C(=O)O)C=CC=C1